C1=CC=CC=2C3=CC=CC=C3C(C12)COC(=O)N[C@@H](CC(=O)O)C(C)(C)C (2S)-2-(9H-fluoren-9-ylmethoxycarbonylamino)-3,3-dimethyl-butanecarboxylic acid